methyl-5-(trifluoro-methyl)phenol CC1=C(C=C(C=C1)C(F)(F)F)O